C(C=C)(=O)N1CCN(CC1)C1(CCCC1)C1=CC=C(C=C1)[C@H](C)NC=1N=CC2=C(N1)N(C(C=C2)=O)C(C)C 2-{[(1S)-1-{4-[1-(4-acryloylpiperazin-1-yl)cyclopentyl]phenyl}ethyl]amino}-8-(propan-2-yl)pyrido[2,3-d]pyrimidin-7(8H)-one